2-(6-methyl-2-((1-(methylsulfonyl)piperidin-4-yl)amino)pyrido[3,4-d]pyrimidin-8-yl)-2,6-diazaspiro[3.5]nonan-7-one CC1=CC2=C(N=C(N=C2)NC2CCN(CC2)S(=O)(=O)C)C(=N1)N1CC2(C1)CNC(CC2)=O